2-{[(2S,3S)-3-({2-[(2,4-dichlorophenoxy)methyl]pyridin-4-yl}oxy)-2-methylazetidin-1-yl]methyl}-1-[(1-ethyl-1H-imidazol-5-yl)methyl]-1H-1,3-benzodiazole-6-carboxylic acid ClC1=C(OCC2=NC=CC(=C2)O[C@@H]2[C@@H](N(C2)CC2=NC3=C(N2CC2=CN=CN2CC)C=C(C=C3)C(=O)O)C)C=CC(=C1)Cl